COC(C(=O)O)C(=O)OC 2,3-dimethoxy-3-oxopropanoic acid